ClC=1C(=C2C(=C(N1)OC1CC1)C=1CN(CCC1N2)C(CO)=O)F 1-(7-chloro-9-cyclopropoxy-6-fluoro-1,3,4,5-tetrahydro-2H-pyrrolo[3,2-c:4,5-c']dipyridin-2-yl)-2-hydroxyethan-1-one